NCC1=CC(NC2=CC=CC=C12)=O 4-(aminomethyl)quinolin-2(1H)-one